ClC1=CC(=CC(=N1)C[C@@H]1COC2=C(C=C(C=C2C1=O)CN1C(=NC=C1)C)C=1C(=NN(C1)CC)C(F)(F)F)C (R)-3-((6-chloro-4-methylpyridin-2-yl)methyl)-8-(1-ethyl-3-(trifluoromethyl)-1H-pyrazol-4-yl)-6-((2-methyl-1H-imidazol-1-yl)methyl)chroman-4-one